CC1=CC=C(C=C1)C(C(=NC1=CC=CC=C1)C1=CC=CC=C1)=C 2-(4-methylphenyl)-N,1-diphenylprop-2-en-1-imine